1,3-Bis(bis(2-benzimidazolylmethyl)aminomethyl)benzol N1=C(NC2=C1C=CC=C2)CN(CC=2NC1=C(N2)C=CC=C1)CC1=CC(=CC=C1)CN(CC=1NC2=C(N1)C=CC=C2)CC=2NC1=C(N2)C=CC=C1